C(C)(C)(C)OC(=O)N1C[C@@H](CC1)OC1=CN=C(S1)[C@H]1N([C@@H](CC2=C1N(C1=CC=CC=C21)C(=O)OC(C)(C)C)C)CC(C)(C)F tert-Butyl (1S,3R)-1-(5-(((R)-1-(tert-butoxycarbonyl)pyrrolidin-3-yl)oxy)thiazol-2-yl)-2-(2-fluoro-2-methylpropyl)-3-methyl-1,2,3,4-tetrahydro-9H-pyrido[3,4-b]indole-9-carboxylate